Tert-butyl 3-(1-(tert-butoxycarbonyl) piperidin-4-yl)-6-(2,4-dioxotetrahydropyrimidin-1(2H)-yl)-1H-indole-1-carboxylate C(C)(C)(C)OC(=O)N1CCC(CC1)C1=CN(C2=CC(=CC=C12)N1C(NC(CC1)=O)=O)C(=O)OC(C)(C)C